C(CCC)C1CCC(CC1)/C=C/C(=O)OCC (E)-ethyl 3-(4-butylcyclohexyl)acrylate